Ethyl 2-(2-methyl-4-(((5-oxo-4-(4-(trifluoromethyl)phenyl)-4,5-dihydro-1H-1,2,4-triazol-1-yl)methyl)thio)phenoxy)acetate CC1=C(OCC(=O)OCC)C=CC(=C1)SCN1N=CN(C1=O)C1=CC=C(C=C1)C(F)(F)F